C(CCC)C1(N(S(C2=C(N(C1)C1=CC=CC=C1)C=C(C(=C2)CO)S(=O)(=O)C)(=O)=O)CC2=CC=C(C=C2)OC)CC 3-butyl-3-ethyl-8-(hydroxymethyl)-2-(4-methoxybenzyl)-7-(methylsulfonyl)-5-phenyl-2,3,4,5-tetrahydro-1,2,5-benzothiadiazepine 1,1-dioxide